tert-butyl 4-[(4-bromo-2,6-dimethoxy-phenyl)methylene]piperidine-1-carboxylate BrC1=CC(=C(C(=C1)OC)C=C1CCN(CC1)C(=O)OC(C)(C)C)OC